FC1=CC=C(CCN[C@H](C(=O)C2=CNC3=CC(=CC=C23)CCC(=O)O)C2=CC=CC=C2)C=C1 |r| (S)- and (R)-3-(3-(2-((4-fluorophenethyl)amino)-2-phenylacetyl)-1H-indol-6-yl)propanoic acid